N-(3-((3',5'-dichloro-4'-(3-chloropropoxy)-[1,1'-biphenyl]-4-yl)oxy)-2-oxopropyl)methanesulfonamide ClC=1C=C(C=C(C1OCCCCl)Cl)C1=CC=C(C=C1)OCC(CNS(=O)(=O)C)=O